methyl 2'-(4-methyl-4H-1,2,4-triazol-3-yl)-5-(1-oxo-4-(trifluoromethyl) isoindolin-2-yl)-[1,1'-biphenyl]-3-carboxylate CN1C(=NN=C1)C1=C(C=CC=C1)C1=CC(=CC(=C1)N1C(C2=CC=CC(=C2C1)C(F)(F)F)=O)C(=O)OC